CN(C)[C-]([NH+]1[N-][N+](C2=[NH+]C=CC=C21)=O)N(C)C 1-[bis(dimethylamino)methanidyl]-3-oxo-1H,2H,3H-3λ5-[1,2,3]triazolo[5,4-b]pyridine-1,4-diium-3-ylium-2-ide